C(C)(C)(C)OC(NCC=1C=NN(C1)CC=1C=NC(=CC1)C(=C)C)=O ((1-((6-(prop-1-en-2-yl)pyridin-3-yl)methyl)-1H-pyrazol-4-yl)methyl)carbamic acid tert-butyl ester